[Sn].[In].[Ag].[Sn] tin-silver-indium tin